4-methyl-4-(2,2,3,3-tetrafluoropropyl)morpholin-4-ium methylsulfate COS(=O)(=O)[O-].C[N+]1(CCOCC1)CC(C(F)F)(F)F